FC(S(=O)(=O)[O-])(F)F.CN1C=[N+](C=C1)C 1,3-dimethyl-imidazolium trifluoromethanesulfonate